1-[5-(2-furyl)-2-pyrimidin-2-yl-1,2,4-triazol-3-yl]ethylamine O1C(=CC=C1)C=1N=C(N(N1)C1=NC=CC=N1)C(C)N